6-[1-(trifluoromethyl)cyclopropyl]-2,3-dihydro-1H-isoindol-1-one FC(C1(CC1)C1=CC=C2CNC(C2=C1)=O)(F)F